(4-(8,9,10,11-tetrahydro-3H-pyrazolo[4,3-a]phenanthridin-7-yl)phenyl)boronic acid C1=NNC=2C1=C1C=3CCCCC3C(=NC1=CC2)C2=CC=C(C=C2)B(O)O